ClC1=C(C(=CC=C1Cl)OC)[C@H]1C[C@@H]2N(C(OC2CO)=O)C1 (6R,7aS)-6-(2,3-dichloro-6-methoxyphenyl)-1-(hydroxymethyl)-tetrahydro-1H-pyrrolo[1,2-c][1,3]oxazol-3-one